OC(CN(C(C(=C)C)=O)CC(COCCC[Si](C)(O[Si](C)(C)C)O[Si](C)(C)C)O)COCCC[Si](C)(O[Si](C)(C)C)O[Si](C)(C)C N,N-bis[2-hydroxy-3-(3-(bis(trimethylsilyloxy)-methylsilyl)-propyloxy)propyl]-2-methyl-acrylamide